(R)-N-(1-cyanopyrrolidin-3-yl)-5-(1-methyl-1H-pyrazol-4-yl)-1H-indazole-3-carboxamide C(#N)N1C[C@@H](CC1)NC(=O)C1=NNC2=CC=C(C=C12)C=1C=NN(C1)C